2,4-dihydroxy-N-(1H-indol-5-yl)-5-isopropyl-N-methylbenzamide OC1=C(C(=O)N(C)C=2C=C3C=CNC3=CC2)C=C(C(=C1)O)C(C)C